2-chloro-9-([4-[2-cyclopropyl-5-(trifluoromethyl)-1,2,4-triazol-3-yl]phenyl]methyl)-7H-purin-8-one ClC1=NC=C2NC(N(C2=N1)CC1=CC=C(C=C1)C=1N(N=C(N1)C(F)(F)F)C1CC1)=O